2-(2-hydroxymethyl-1-pyrrolidinyl)-4-(3-chloro-4-methoxybenzylamino)-5-[N-(2-pyrimidinylmethyl)carbamoyl]pyrimidine OCC1N(CCC1)C1=NC=C(C(=N1)NCC1=CC(=C(C=C1)OC)Cl)C(NCC1=NC=CC=N1)=O